3-(3-fluoro-4-(4-(2-hydroxyethyl)piperidin-1-yl)phenyl)piperidine-2,6-dione FC=1C=C(C=CC1N1CCC(CC1)CCO)C1C(NC(CC1)=O)=O